N-(2-(3-(but-3-yn-1-yl)-3H-diazirin-3-yl)ethyl)-4-((7-oxo-7H-furo[3,2-g]chromen-9-yl)oxy)butanamide C(CC#C)C1(N=N1)CCNC(CCCOC=1C2=C(C=C3C=CC(OC13)=O)C=CO2)=O